N[C@@H]1CN(CC1)C=1C=C(C=CC1)C(C(=O)NC1=CC=C(C=C1)C1=CC2=C(N=CN=C2N2CCOCC2)N1)(C)C 2-{3-[(3S)-3-aminopyrrolidin-1-yl]phenyl}-2-methyl-N-{4-[4-(morpholin-4-yl)-7H-pyrrolo[2,3-d]pyrimidin-6-yl]phenyl}propanamide